(S)-2-amino-6-carbamimidamidohexanoic acid N[C@H](C(=O)O)CCCCNC(=N)N